N-((3-fluoro-4-((5-fluoropyridin-2-yl)oxy)-5-methylphenyl)carbamoyl)-3-methoxybicyclo[1.1.1]pentane-1-carboxamide FC=1C=C(C=C(C1OC1=NC=C(C=C1)F)C)NC(=O)NC(=O)C12CC(C1)(C2)OC